(R)-4-amino-1-(2,6-dichloro-4-cyclopropoxyphenyl)-N-(5-(1-(methylamino)ethyl)pyridin-3-yl)-6-oxo-1,6-dihydropyrimidine-5-carboxamide NC=1N=CN(C(C1C(=O)NC=1C=NC=C(C1)[C@@H](C)NC)=O)C1=C(C=C(C=C1Cl)OC1CC1)Cl